OB1OCC2=C1C=C(C=C2)C(=O)N[C@](C(=O)NCCC(=O)ON2C(CCC2=O)=O)(CNC(=O)C=2C=CC1=C(B(OC1)O)C2)C 2,5-dioxopyrrolidin-1-yl (S)-3-(2,3-bis(1-hydroxy-1,3-dihydrobenzo[c][1,2]oxaborole-6-carboxamido)-2-methylpropanamido)propanoate